1,4-bis(4'-amino-2'-trifluoromethyl-phenoxy)biphenyl NC1=CC(=C(OC2(CC=C(C=C2)OC2=C(C=C(C=C2)N)C(F)(F)F)C2=CC=CC=C2)C=C1)C(F)(F)F